1-{4-[5-(2-azepan-1-yl-ethoxy)-benzimidazol-1-yl]-phenyl}-3-(5-tert-butyl-isoxazol-3-yl)-urea N1(CCCCCC1)CCOC1=CC2=C(N(C=N2)C2=CC=C(C=C2)NC(=O)NC2=NOC(=C2)C(C)(C)C)C=C1